ClC1=C(C(=CC=C1)Cl)CC(=O)NC1=CC(=NC=C1)N(C(C)=O)C1=CC(=C(C=C1)F)OC N-{4-[2-(2,6-dichlorophenyl)acetamido]pyridin-2-yl}-N-(4-fluoro-3-methoxyphenyl)acetamide